dioctanoic acid tellurium [Te].C(CCCCCCC)(=O)O.C(CCCCCCC)(=O)O